NCCCC(=O)N[C@H](CC1=CNC=N1)C(=O)O γ-aminobutyryl-D-histidine